FC(C=1C=CC=2N(N1)C(=CN2)C2=CC(=NC=C2)N2CC1N(CC2)C(CC1)=O)F 2-(4-(6-(Difluoromethyl)imidazo[1,2-b]pyridazin-3-yl)pyridin-2-yl)hexahydropyrrolo[1,2-a]pyrazin-6(2H)-one